NC1=NC=C(C=C1O[C@H](C)C=1C=C(C=CC1)NC(C1=CC(=C(C=C1)SC)Cl)=O)C=1C=NN(C1)C (R)-N-(3-(1-((2-Amino-5-(1-methyl-1H-pyrazol-4-yl)pyridin-3-yl)oxy)ethyl)phenyl)-3-chloro-4-(methylthio)benzamid